FC(OC1=CC=C(C=C1)[C@@H]1CC[C@H](CC1)OC=1N=NNC1C(=O)OCOC(=O)OC(C)C)(F)F ((isopropoxycarbonyl)oxy)methyl 4-(((trans)-4-(4-(trifluoromethoxy)phenyl)cyclohexyl)oxy)-1H-1,2,3-triazole-5-carboxylate